N-(2-chlorobenzyl)-4-(furo[3,2-c]pyridin-4-yl)benzamide ClC1=C(CNC(C2=CC=C(C=C2)C2=NC=CC3=C2C=CO3)=O)C=CC=C1